BrC=1C=NC=C(C1)C1=CC=C(C=C1)C(F)(F)F 3-bromo-5-(4-(trifluoromethyl)phenyl)pyridine